4,5-diamino-1-(1-methylethyl)-1H-pyrazole NC=1C=NN(C1N)C(C)C